2-methoxy-4-[6-(4-methoxyphenyl)pyrazin-2-yl]phenol COC1=C(C=CC(=C1)C1=NC(=CN=C1)C1=CC=C(C=C1)OC)O